OC1=C2C[C@@H]([C@H](OC2=CC(=C1)O)C1=CC(=C(C(=C1)O)O)O)NC(C1=CC=C(C=C1)O)=O N-((2R,3S)-5,7-dihydroxy-2-(3,4,5-trihydroxyphenyl)chroman-3-yl)-4-hydroxybenzamide